((R)-2-((tert-butoxycarbonyl)amino)-2-(2,3-dihydro-1H-inden-2-yl)acetyl)-L-alanine C(C)(C)(C)OC(=O)N[C@@H](C(=O)N[C@@H](C)C(=O)O)C1CC2=CC=CC=C2C1